ClC1=NC=C(C(=N1)C1=CC=C2N=CC(=NC2=C1)N(C)C)OC 7-(2-chloro-5-methoxypyrimidin-4-yl)-N,N-dimethylquinoxalin-2-amine